COCOC1=CC=C(C=C1)C(/C=C/C1=CC=C(C=C1)\C=C\1/C(N(C(S1)=S)CC(=O)O)=O)=O 2-[(5E)-5-[[4-[(E)-3-[4-(Methoxymethoxy)phenyl]-3-oxoprop-1-enyl]phenyl]methylidene]-4-oxo-2-sulfanylidene-1,3-thiazolidin-3-yl]acetic acid